N-[(6-Methylpyridazin-3-yl)methyl]-3-(5-methyl-1,3-thiazol-2-yl)-5-[(3R)-tetrahydrofuran-3-ylmethoxy]benzamide CC1=CC=C(N=N1)CNC(C1=CC(=CC(=C1)OC[C@H]1COCC1)C=1SC(=CN1)C)=O